4-(3-thia-8-aza-bicyclo[3.2.1]oct-8-yl)-3,5-difluorophenyl-carbamic acid benzyl ester C(C1=CC=CC=C1)OC(NC1=CC(=C(C(=C1)F)N1C2CSCC1CC2)F)=O